dimethylsilyl-(4-([1,1'-biphenyl]-2-yl)-2-hexyl-indenyl)(4-(3,5-di-tert-butyl-4-methoxyphenyl)-2-methyl-indenyl)zirconium dichloride [Cl-].[Cl-].C[SiH](C)[Zr+2](C1C(=CC2=C(C=CC=C12)C1=CC(=C(C(=C1)C(C)(C)C)OC)C(C)(C)C)C)C1C(=CC2=C(C=CC=C12)C1=C(C=CC=C1)C1=CC=CC=C1)CCCCCC